FC1(CN(C1)C1=NN(C(=C1)C1CCC(CC1)N1CC2(CS(C2)(=O)=O)CC1)C(C)C)F 6-((1r,4r)-4-(3-(3,3-Difluoroazetidin-1-yl)-1-isopropyl-1H-pyrazol-5-yl)cyclohexyl)-2-thia-6-azaspiro[3.4]octane 2,2-dioxide